[N+](=O)([O-])C1=CC=C(OP(=O)(OC2=CC=CC=C2)NCC(=O)OC2CCCC2)C=C1 cyclopentyl 2-(((4-nitrophenoxy)(phenoxy)phosphoryl)amino)acetate